5-(imidazo[1,2-a]pyrimidin-6-yl)-2-(3,3,3-trifluoropropyl)-7H-pyrrolo[2,3-d]pyrimidine N=1C=CN2C1N=CC(=C2)C2=CNC=1N=C(N=CC12)CCC(F)(F)F